O=C1C(CCC1)CCC(=O)OCCOCCOCC Diethylene glycol ethyl ether 3-(2-oxocyclopentyl)propanoate